(2R,3R,4S,5R,6R)-2-(acetoxymethyl)-6-(2-(2-(2-hydroxyethoxy)ethoxy)ethoxy)tetrahydro-2H-pyran-3,4,5-triyl triacetate C(C)(=O)O[C@@H]1[C@H](O[C@H]([C@@H]([C@H]1OC(C)=O)OC(C)=O)OCCOCCOCCO)COC(C)=O